CN(CC(CNC(=O)C1=CC2=C(S1)CCCCCC2)(C)C)C N-[3-(dimethylamino)-2,2-dimethylpropyl]-4,5,6,7,8,9-hexahydrocycloocta[b]thiophene-2-carboxamide